3-(5-((8-(4-methylpiperazin-1-yl)octyl)thio)-1-oxoisoindolin-2-yl)piperidine-2,6-dione CN1CCN(CC1)CCCCCCCCSC=1C=C2CN(C(C2=CC1)=O)C1C(NC(CC1)=O)=O